ClC1=C(C=CC(=C1)N1C[C@H]2N(CC1)CCC2)C=2N(C1=NC=NC(=C1N2)OC2(CC2)C)CC2=NC=CC(=C2)C (S)-8-(2-chloro-4-(hexahydropyrrolo[1,2-a]pyrazin-2(1H)-yl)phenyl)-6-(1-methylcyclopropoxy)-9-((4-methylpyridin-2-yl)methyl)-9H-purine